3-((5-(Aminomethyl)-4-fluoropyridin-2-yl)amino)piperidine-2,6-dione NCC=1C(=CC(=NC1)NC1C(NC(CC1)=O)=O)F